1-([3,4'-bipyridin]-6-yl)-N-(2,6-difluorobenzyl)methanamine N1=CC(=CC=C1CNCC1=C(C=CC=C1F)F)C1=CC=NC=C1